3-[(Z)-2-(2-aminopyrimidin-5-yl)-2-fluoroethyl]-4-fluorobenzoic acid NC1=NC=C(C=N1)C(CC=1C=C(C(=O)O)C=CC1F)F